FC1=CC=C(C=C1)C(C1CN(C1)C(=O)OC(C)(C)C)NC(=O)C1=NN2C(C(NC(=C2)C2=CC3=CC=CC=C3C=C2)=O)=C1 tert-Butyl 3-[(4-fluorophenyl)-[[6-(2-naphthyl)-4-oxo-5H-pyrazolo[1,5-a]pyrazine-2-carbonyl]amino]-methyl]azetidine-1-carboxylate